ClC1=CC=C2C(=CN(C2=C1)S(=O)(=O)C1=CC=CC=C1)S(=O)(=O)N(COC)C1=C(C=C(C(=C1)F)OC(F)F)F 6-chloro-N-(4-(difluoromethoxy)-2,5-difluorophenyl)-N-(methoxymethyl)-1-(phenylsulfonyl)-1H-indole-3-sulfonamide